methyl 2-tert-butylpiperidine-4-carboxylate C(C)(C)(C)C1NCCC(C1)C(=O)OC